O1C(COCC1)COC1=NC(N2C(C3=CC=C(C=C3CC2)C=2C=NN(C2)CC)=C1)=O 2-([1,4]Dioxan-2-ylmethoxy)-9-(1-ethyl-1H-pyrazol-4-yl)-6,7-dihydro-pyrimido[6,1-a]isoquinolin-4-one